tungsten-molybdenum-uranium [U].[Mo].[W]